(4S)-N,1-dimethyl-7-(1-methyl-1H-pyrazol-4-yl)isochroman-4-amine CN[C@@H]1COC(C2=CC(=CC=C12)C=1C=NN(C1)C)C